N[C@H]1CC(O[C@H]1OCC)=O (4S,5R)-4-amino-5-ethoxydihydro-2(3H)-furanone